7-allyl-7-methyl-oxepin-2-one C(C=C)C1(C=CC=CC(O1)=O)C